(E)-(4-(2-(fluorosulfonyl)vinyl)phenyl)phosphonic acid FS(=O)(=O)/C=C/C1=CC=C(C=C1)P(O)(O)=O